C(C1=CC=CC=C1)[C@@]1(NC2=CC=C(C=C2C1)Cl)C=C (S)-2-benzyl-5-chloro-2-vinylindoline